C(CCCC)(=O)OC(CN(CC)CC)COC1=CC(=CC(=C1)CCCCCCCCCCCCCCC)OCC(CCCC)CC 1-(diethylamino)-3-(3-((2-ethylhexyl)oxy)-5-pentadecylphenoxy)propan-2-yl pentanoate